CNC1=C(C(=O)N2C3CC3CC2C(=O)N)C=C(C=C1)S(=O)(=O)C 2-(2-(methylamino)-5-(methylsulfonyl)benzoyl)-2-azabicyclo[3.1.0]hexane-3-carboxamide